C(C1=CC=CC=C1)N1C(C(=NC2=CC=CC=C12)C1=CC(=C(C=C1)F)[N+](=O)[O-])=O 1-Benzyl-3-(4-fluoro-3-nitrophenyl)quinoxalin-2(1H)-one